NC=1N=NC(=CC1N1C[C@H](OCC1)C1=C(C=C(C(=O)OC)C=C1)C)C1=C(C=CC=C1)O |o1:9| Methyl (R*)-4-(4-(3-amino-6-(2-hydroxyphenyl)pyridazin-4-yl)morpholin-2-yl)-3-methylbenzoate